CN(C1=CC=C(C=C1)C)C N,N-di-Methyl-para-toluidin